6-vinyl-quinoline C(=C)C=1C=C2C=CC=NC2=CC1